C(O)[C@@H]1CC[C@H](CC1)CO trans-1,4-dimethylolcyclohexane